OC1=C(C=CC(=C1)C(F)(F)F)C1=NN=C(C(N1C)=O)N[C@H]1CN(CCC1)CCC 3-[2-Hydroxy-4-(trifluoromethyl)-phenyl]-4-methyl-6-[[(3R)-1-propyl-3-piperidyl]amino]-1,2,4-triazin-5-one